N-((S)-1-(((S)-1-cyano-2-((S)-2-oxopiperidin-3-yl)ethyl)amino)-4-fluoro-4-methyl-1-oxopentan-2-yl)-4-methoxy-1H-indole-2-carboxamide C(#N)[C@H](C[C@H]1C(NCCC1)=O)NC([C@H](CC(C)(C)F)NC(=O)C=1NC2=CC=CC(=C2C1)OC)=O